6-isopropyl-3,9-dimethoxy-6,7-dihydro-5H-dibenzo[C,e]azepine C(C)(C)N1CC2=C(C3=C(C1)C=C(C=C3)OC)C=CC(=C2)OC